CC1=CC=C(C=C1)NC(=O)C2=CC=CC=C2 N-(4-methylphenyl)benzamide